BrC1=CN=C2N1N=C(C=C2)C=2C=NC=C(C2)O[C@H](CN2N=NN=C2)C 3-{3-Bromoimidazo[1,2-b]pyridazin-6-yl}-5-{[(2S)-1-(1H-tetrazol-1-yl)propan-2-yl]oxy}pyridine